bromo-6-ethoxybenzaldehyde BrC1=C(C=O)C(=CC=C1)OCC